C(C)(=O)O[C@@H]1C(C2(CC[C@H]3[C@H]4[C@](CC[C@@H]3[C@]2(CC1)C)([C@H](CC4)[C@H](C)CCCC(C)(C)O)C)O)O (1R,3aS,3bS,7S,9aR,9bS,11aR)-5a,6-Dihydroxy-1-[(2R)-6-hydroxy-6-methylheptan-2-yl]-9a,11a-dimethylhexadecahydro-1H-cyclopenta[1,2-i]phenanthren-7-yl acetate